2-[(5-bromopyrimidin-2-yl)methoxy]ethanol BrC=1C=NC(=NC1)COCCO